FC=1C=C(C(=NC1)C)[C@@H]1N(CCC1)C1=NC=2N(C=C1)N=CC2C(=O)N (R)-5-(2-(5-fluoro-2-methylpyridin-3-yl)pyrrolidin-1-yl)pyrazolo[1,5-a]pyrimidine-3-carboxamide